acryloxypropyltrimethylammonium bis(trifluoromethanesulfonyl)imide salt [N-](S(=O)(=O)C(F)(F)F)S(=O)(=O)C(F)(F)F.C(C=C)(=O)OCCC[N+](C)(C)C